C(C)SC(C(=O)O)(C1=CC=CC=C1)C1=CC=CC=C1 2-ethylthio-2,2-diphenyl-acetic acid